6-(4-(5-((6-Cyclopropoxy-3-oxoisobenzofuran-1(3H)-ylidene)methyl)-2-fluorobenzoyl)piperazin-1-yl)nicotinonitrile C1(CC1)OC1=CC=C2C(OC(C2=C1)=CC=1C=CC(=C(C(=O)N2CCN(CC2)C2=NC=C(C#N)C=C2)C1)F)=O